FC1=C(C=C(C=C1)NC(=O)[C@@H]1CN(CC1)C(=O)C=1NC(=CC1)C1=CN=NC=C1)C (S)-N-(4-fluoro-3-methylphenyl)-1-(5-(pyridazin-4-yl)-1H-pyrrole-2-carbonyl)pyrrolidine-3-carboxamide